8-Chloro-6-methyl-2,3,4,6-tetrahydrobenzo[c][2,7]naphthyridin-5(1H)-one ClC=1C=CC2=C(N(C(C=3CNCCC23)=O)C)C1